1-(2-(phenylamino)pyridine-4-yl)-1H-imidazole-4-carboxylic acid methyl ester COC(=O)C=1N=CN(C1)C1=CC(=NC=C1)NC1=CC=CC=C1